(4R)-4-hydroxy-1-(2-methoxyethyl)pyrrolidin-2-one O[C@@H]1CC(N(C1)CCOC)=O